S1(N=CC=NC=C1C=O)(=O)=O [1,2,5]thiadiazepine-7-carbaldehyde 1,1-dioxide